N-[(2R)-1-amino-1-oxobutan-2-yl]-5-fluoro-4-[4-methyl-5-oxo-3-(propan-2-yl)-4,5-dihydro-1H-1,2,4-triazol-1-yl]-2-[(2S)-pentan-2-yloxy]benzamide NC([C@@H](CC)NC(C1=C(C=C(C(=C1)F)N1N=C(N(C1=O)C)C(C)C)O[C@@H](C)CCC)=O)=O